tert-butyl (S)-2-(4-(2,2-difluoroethyl)piperazin-1-carbonyl)pyrrolidin-1-carboxylate FC(CN1CCN(CC1)C(=O)[C@H]1N(CCC1)C(=O)OC(C)(C)C)F